2,3-dichloro-N-(3-((6-chloropyrido[3,2-d]pyrimidin-4-yl)amino)-2,4-difluorophenyl)benzenesulfonamide ClC1=C(C=CC=C1Cl)S(=O)(=O)NC1=C(C(=C(C=C1)F)NC=1C2=C(N=CN1)C=CC(=N2)Cl)F